2-(4-(t-butoxycarbonyl)piperazin-1-yl)pyrimidine-5-carboxylic acid C(C)(C)(C)OC(=O)N1CCN(CC1)C1=NC=C(C=N1)C(=O)O